(1R)-1-[6-(trifluoromethyl)pyridin-2-yl]ethan-1-amine FC(C1=CC=CC(=N1)[C@@H](C)N)(F)F